NC=1C(=NC(=CN1)C1=CC=C(C=C1)S(=O)(=O)C(C)C)C1=NN=C(O1)C=1C=CC(=C(C1)O)CNC 5-[5-[3-amino-6-(4-isopropylsulfonylphenyl)pyrazin-2-yl]-1,3,4-oxadiazol-2-yl]-2-(methylaminomethyl)phenol